2-(6-Chloro-benzothiazol-2-ylamino)-1-methyl-1H-benzoimidazole-5-carboxylic acid (3-hydroxy-butyl)-amide OC(CCNC(=O)C1=CC2=C(N(C(=N2)NC=2SC3=C(N2)C=CC(=C3)Cl)C)C=C1)C